NC=1C2=C(N=CN1)N(C=C2C(=O)NC2=CC=C(C=C2)COC)C(C)(C)C 4-amino-7-(tert-butyl)-N-(4-(methoxymethyl)phenyl)-7H-pyrrolo[2,3-d]pyrimidine-5-carboxamide